(E)-1,3-bis(4-fluorophenyl)but-2-en-1-ol FC1=CC=C(C=C1)C(\C=C(/C)\C1=CC=C(C=C1)F)O